N-{(2S,3R,4S)-4-fluoro-1-(oxetane-2-carbonyl)-2-[(2,3',5'-trifluoro[1,1'-biphenyl]-3-yl)methyl]pyrrolidin-3-yl}-methanesulfonamide F[C@@H]1[C@@H]([C@@H](N(C1)C(=O)C1OCC1)CC=1C(=C(C=CC1)C1=CC(=CC(=C1)F)F)F)NS(=O)(=O)C